methyl 5-[5-(2-{3-[(2-amino-5-bromophenyl) amino]-3-methylazepan-1-yl} ethoxy)-1-methylpyrazol-4-yl]-1-methyl-6-oxopyridine-3-carboxylate NC1=C(C=C(C=C1)Br)NC1(CN(CCCC1)CCOC1=C(C=NN1C)C1=CC(=CN(C1=O)C)C(=O)OC)C